4-methoxy-5-morpholino-2H-pyrazolo[3,4-c]pyridine-7-carboxamide COC=1C=2C(C(=NC1N1CCOCC1)C(=O)N)=NNC2